(S)-6-((6-ethyl-7,7-dimethyl-5-oxo-6,7-dihydro-5H-pyrrolo[3,4-b]pyridin-2-yl)amino)-4-((2-hydroxy-1-phenylethyl)amino)nicotinic acid C(C)N1C(C2=NC(=CC=C2C1=O)NC1=NC=C(C(=O)O)C(=C1)N[C@H](CO)C1=CC=CC=C1)(C)C